Ethyl 1-benzyl-5-(2-bromophenyl)-1H-pyrazole-3-carboxylate C(C1=CC=CC=C1)N1N=C(C=C1C1=C(C=CC=C1)Br)C(=O)OCC